5-(1,2,4-oxadiazolyl)(3-pyridyl)methanone ALUMINIUM CHROMITE IRON [Fe+2].[Cr](=O)([O-])[O-].[Al+3].O1N=C(N=C1)C=1C=C(C=NC1)C=O